1-N-(4-(tert-butyl)phenyl)-N4-(2-methoxyethyl)cyclohexane-1,4-diamine C(C)(C)(C)C1=CC=C(C=C1)NC1CCC(CC1)NCCOC